FC1=C(C(=C(C=C1C1=NC2=C(N1C1(COC1)C)C=C(C=C2)C=2C=NN(C2)C)OC)O)O 3-fluoro-6-methoxy-4-(6-(1-methyl-1H-pyrazol-4-yl)-1-(3-methyloxetan-3-yl)-1H-benzo[d]imidazol-2-yl)benzene-1,2-diol